1-N-[4-(4,4-dimethylcyclohexyl)phenyl]cyclohexane-1,4-diamine CC1(CCC(CC1)C1=CC=C(C=C1)NC1CCC(CC1)N)C